sodium chloride sodium salt [Na+].[Cl-].[Na+].[Cl-]